NC=1C=NN(C1N)CC1=CC=C(C=C1)Cl 4,5-diamino-1-(4-chlorobenzyl)pyrazole